IC1=CC=C(C=C1)C1=NN=CN1 3-(4-iodophenyl)-4H-1,2,4-triazole